FC1=C(OC=2N=CC(=NC2)NC([C@H](C)N2CC(N(CC2)C(=O)C2CC3=C(N(N=N3)CCO)CC2)(C)C)=O)C=CC(=C1)F (2S)-N-(5-(2,4-difluorophenoxy)pyrazin-2-yl)-2-(4-(1-(2-hydroxyethyl)-4,5,6,7-tetrahydro-1H-benzo[d][1,2,3]triazole-5-carbonyl)-3,3-dimethylpiperazin-1-yl)propanamide